arachidonic acid Ethyl-4-methyl-2-(3-methyl-3-(3-(5-methyl-1,2,4-oxadiazol-3-yl)benzamido)butanamido)thiazole-5-carboxylate Ethyl-3-amino-3-methyl-butanoate hydrochloride Cl.C(C)OC(CC(C)(C)N)=O.C(C)OC(=O)C1=C(N=C(S1)NC(CC(C)(NC(C1=CC(=CC=C1)C1=NOC(=N1)C)=O)C)=O)C.C(CCC\C=C/C\C=C/C\C=C/C\C=C/CCCCC)(=O)O